N-(2-hydroxyethyl)-1-(6-methyl-4-(trifluoromethyl)pyridin-2-yl)-5-oxopyrrolidine-2-carboxamide OCCNC(=O)C1N(C(CC1)=O)C1=NC(=CC(=C1)C(F)(F)F)C